C1C(C=CC2=CC=CC=C12)S(=O)(=O)N dihydronaphthalene-2-sulfonamide